ClC1=NC=C(C(=C1)C1=C(C=NC(=C1)C)C(=O)NC=1SC(=NN1)OC1CC(C1)(C)O)OC 2'-chloro-N-(5-(3-hydroxy-3-methylcyclobutoxy)-1,3,4-thiadiazol-2-yl)-5'-methoxy-6-methyl-(4,4'-bipyridine)-3-carboxamide